N,N,N',N'-tetramethyl-ethylene-diamine CN(CCN(C)C)C